C1CN(CC2N1C1=C(OC2)C=CC=C1)C(=O)O 1,2,4a,5-tetrahydrobenzo[b]pyrazino[1,2-d][1,4]oxazine-3(4H)-carboxylic acid